CC=1C(=C(C=2CC3=CC=CC=C3C2C1)NC=1C2(C3=CC4=CC=CC=C4C3=CC1)C=CC=C1C3=CC=CC=C3C=C12)C (dimethylfluorenyl)(spirobifluorenyl)amine